1-bromo-4-(5,5,5-trifluoropentyl)benzene BrC1=CC=C(C=C1)CCCCC(F)(F)F